1-(difluoro(3-methoxy-5-(trifluoromethyl)phenyl)methyl)bicyclo[3.1.1]heptane FC(C12CCCC(C1)C2)(C2=CC(=CC(=C2)C(F)(F)F)OC)F